C(C1=CC=CC=C1)OCC(C(=O)NNC(=O)C1CN(CC12CN(C2)C(=O)OC(C)(C)C)C(=O)OCC=C)C2=CC(=CC=C2)C2CCCCC2 6-allyl 2-(tert-butyl) 8-(2-(3-(benzyloxy)-2-(3-cyclohexylphenyl)propanoyl)hydrazine-1-carbonyl)-2,6-diazaspiro[3.4]octane-2,6-dicarboxylate